C(C)(C)(C)OC(=O)N1CCC2=C(C=CC=C12)CN1C(C(=CC(=C1)C(N[C@H]1[C@@H](C1)CC)=O)C(NC)=O)=O |r| (+/-)-4-((5-(((trans)-2-ethylcyclopropyl)carbamoyl)-3-(methylcarbamoyl)-2-oxopyridin-1(2H)-yl)methyl)indoline-1-carboxylic acid tert-butyl ester